ClC=1C(=C2C(=C(NC2=CC1)C(=O)OC)C)C=1C(=NN(C1C)C)CO Methyl 5-chloro-4-(3-(hydroxymethyl)-1,5-dimethyl-1H-pyrazol-4-yl)-3-methyl-1H-indole-2-carboxylate